ClC=1C=C(C=CC1Cl)NC=1C2=C(N=CN1)C=NC(=C2)NC2CN(C2)C(C=C)=O 1-(3-((4-((3,4-dichloro-phenyl)amino)pyrido[3,4-d]pyrimidin-6-yl)amino)-azetidin-1-yl)prop-2-en-1-one